1-[4-methoxy-2-(trifluoromethyl)phenyl]-N-[(3R)-1-methylpiperidin-3-yl]pyrido[3,4-d]pyridazin-4-amine formate C(=O)O.COC1=CC(=C(C=C1)C1=C2C(=C(N=N1)N[C@H]1CN(CCC1)C)C=NC=C2)C(F)(F)F